2,3,4-trihydroxydiphenylmethane C1=CC=C(C=C1)CC2=C(C(=C(C=C2)O)O)O